CC(C)CCC[C@@H](C)[C@H]1CC[C@H]2[C@@H]3CC=C4C[C@H](CC[C@]4(C)[C@H]3CC[C@]12C)OCCCCCCCCOC(CN(C)C)COCCCCCCCC\C=C/C\C=C/CCCCC 2-({8-[(3β)-cholest-5-en-3-yloxy]Octyl}oxy)-N,N-dimethyl-3-[(9Z,12Z)-octadec-9,12-dien-1-yloxy]propan-1-amine